Rel-(1s,16S,17R,20s)-16-[(pyrimidin-2-yl)amino]-8,19-dioxa-12-azatetracyclo[18.2.2.02,7.012,17]tetracosa-2(7),3,5-trien-11-one N1=C(N=CC=C1)N[C@H]1CCCN2C(CCOC=3C=CC=CC3C3CCC(OC[C@@H]12)CC3)=O |o1:7,28|